COC(=O)[C@@H]1N(CCNC1)C(C)=O (R)-1-acetylpiperazine-2-carboxylic acid methyl ester